(2S,3R,4R,5R)-N-(3-carbamoyl-4-fluorophenyl)-3-(2-(difluoromethoxy)-3,4-difluorophenyl)-4,5-dimethyl-5-(trifluoromethyl)tetrahydrofuran-2-carboxamide C(N)(=O)C=1C=C(C=CC1F)NC(=O)[C@H]1O[C@]([C@@H]([C@@H]1C1=C(C(=C(C=C1)F)F)OC(F)F)C)(C(F)(F)F)C